COC([C@@H]([C@@H](O)C1=CC=CC=C1)O)=O (2R,3S)-methyl-3-phenyl-2,3-dihydroxypropanoate